OCCC1(CCC(CC1)N1C(C2=CC=CC=C2C1=O)=O)C 2-(4-(2-hydroxyethyl)-4-methylcyclohexyl)isoindoline-1,3-dione